(S)-Methyl 4-((tert-butoxycarbonyl)amino)-5-((tert-butyldiphenylsilyl)oxy)pentanoate C(C)(C)(C)OC(=O)N[C@@H](CCC(=O)OC)CO[Si](C1=CC=CC=C1)(C1=CC=CC=C1)C(C)(C)C